CC(C(=O)O)(C)C.CC(C(=O)O)=CCC METHYL-2-pentenoic acid (METHYL-2-CIS-ISOBUTYRATE)